2-[({5-[3-chloro-4-(3-methanesulfonylpropoxy)phenyl]-1,3-oxazol-2-yl}methyl)sulfanyl]-6-(trifluoromethyl)pyrimidin-4-amine ClC=1C=C(C=CC1OCCCS(=O)(=O)C)C1=CN=C(O1)CSC1=NC(=CC(=N1)N)C(F)(F)F